N-methyl-1,2,3,4-tetrahydroquinoline CN1CCCC2=CC=CC=C12